N-[(1R)-1-{6-[(3S)-3-methylpiperazin-1-yl]pyridin-2-yl}ethyl]propionamide C[C@H]1CN(CCN1)C1=CC=CC(=N1)[C@@H](C)NC(CC)=O